2-(4-(3-((1-(tetrahydro-2H-pyran-2-yl)-1H-indazol-5-yl)amino)-1H-indazol-1-yl)phenoxy)acetic acid tert-butyl ester C(C)(C)(C)OC(COC1=CC=C(C=C1)N1N=C(C2=CC=CC=C12)NC=1C=C2C=NN(C2=CC1)C1OCCCC1)=O